[9Be] The molecule is the stable isotope of beryllium with relative atomic mass 9.012182, 100 atom percent natural abundance and nuclear spin 3/2.